[2H]C(C(C)(C)[2H])C=1C=C(C(=C(C1)N1C[C@@H](N(CC1)CC=1N=NC=CC1)C)C=1N=NNN1)F 3-[[(2S)-4-[5-(1,2-dideutero-2-methyl-propyl)-3-fluoro-2-(2H-tetrazol-5-yl)phenyl]-2-methyl-piperazin-1-yl]methyl]pyridazine